4-(4-((4-(2-(4-chlorophenyl)-2,2-difluoroacetyl)piperazin-1-yl)methyl)piperidin-1-yl)-2-(2,6-dioxopiperidin-3-yl)isoindoline-1,3-dione ClC1=CC=C(C=C1)C(C(=O)N1CCN(CC1)CC1CCN(CC1)C1=C2C(N(C(C2=CC=C1)=O)C1C(NC(CC1)=O)=O)=O)(F)F